N-((6-((1S)-3,8-diazabicyclo[3.2.1]octan-3-yl)pyridin-2-yl)methyl)-3-(2-aminopyridin-4-yl)-1H-pyrrolo[2,3-b]pyridin-4-amine [C@@H]12CN(CC(CC1)N2)C2=CC=CC(=N2)CNC=2C1=C(N=CC2)NC=C1C1=CC(=NC=C1)N